CC1=C(C=C(C=C1)NC1CN(C1)C(=O)OC(C)(C)C)C(NC(C)C1=CC=CC=2CCCCC12)=O tert-Butyl 3-((4-methyl-3-((1-(5,6,7,8-tetrahydro naphthalen-1-yl)ethyl)carbamoyl)phenyl)amino)azetidine-1-carboxylate